2-(7-cyano-3-fluoro-5-isopropylbenzo[b]thiophen-2-yl)-4-methylthiazole-5-carboxylic acid C(#N)C1=CC(=CC2=C1SC(=C2F)C=2SC(=C(N2)C)C(=O)O)C(C)C